2-(5-Methyl-2-(3-oxoisoindolin-5-yl)piperidin-1-yl)-2-oxoacetic acid CC1CCC(N(C1)C(C(=O)O)=O)C=1C=C2C(NCC2=CC1)=O